N-[(R)-3-decanoyloxytetradecanoyl]-O-[6-O-benzyl-4-O-dibenzylphosphino-2,3-di-[(R)-3-decanoyloxytetradecanoylamino]-2,3-dideoxy-β-D-allopyranosyl]-L-serine methyl ester COC([C@@H](NC(C[C@@H](CCCCCCCCCCC)OC(CCCCCCCCC)=O)=O)CO[C@H]1[C@@H]([C@@H]([C@H](OP(CC2=CC=CC=C2)CC2=CC=CC=C2)[C@H](O1)COCC1=CC=CC=C1)NC(C[C@@H](CCCCCCCCCCC)OC(CCCCCCCCC)=O)=O)NC(C[C@@H](CCCCCCCCCCC)OC(CCCCCCCCC)=O)=O)=O